NC1=C(C=C(C(=C1SC)N)CCC)Cl 2,4-diamino-3-methylthio-5-propyl-chlorobenzene